Cl.C(C)(=O)C=1C(=CC2=C(OCO2)C1)NC(CC1CNCCC1)=O N-(6-acetylbenzo[d][1,3]dioxol-5-yl)-2-(piperidin-3-yl)acetamide HCl salt